CN1C=NC=C1C(=O)N1CC2(CC(N3N=C(C=C32)C=3C=NC2=CC=CC=C2C3)C)C1 (1-methyl-1H-imidazol-5-yl)[6'-methyl-2'-(quinolin-3-yl)-5',6'-dihydrospiro[azetidine-3,4'-pyrrolo[1,2-b]pyrazol]-1-yl]methanone